C(C)(C)(C)OC(NC1C(COCC1)CN)=O.NC1=C2C(C3(C(OC4=C3C=CC(=C4)C(C)C)(C2=CC=C1)O)NC(C(CCC)=O)=O)=O N-(1-amino-4b-hydroxy-7-isopropyl-10-oxo-4b,10-dihydro-9bH-indeno[1,2-b]benzofuran-9b-yl)-2-oxopentanamide tert-butyl-N-[3-(aminomethyl)tetrahydropyran-4-yl]carbamate